N-bicyclo[1.1.1]pent-2-yl-6-[4-(1H-indazol-5-yloxy)piperidin-1-yl]-5-methylpyridazine-3-carboxamide C12C(C(C1)C2)NC(=O)C=2N=NC(=C(C2)C)N2CCC(CC2)OC=2C=C1C=NNC1=CC2